C(C1=CC=CC=C1)C1(CCN(CC1)C1=CC=C(C=N1)C=1C=2N(C=C(C1)OCC)N=CC2C#N)CN2CCOCC2 4-(6-(4-benzyl-4-(morpholinomethyl)piperidin-1-yl)pyridin-3-yl)-6-ethoxypyrazolo[1,5-a]pyridine-3-carbonitrile